methyl (Z)-3-methoxy-2-[2-methyl-5-(4-methylpyrazol-1-yl)phenoxy]prop-2-enoate CO\C=C(\C(=O)OC)/OC1=C(C=CC(=C1)N1N=CC(=C1)C)C